C(C)(C)N1C(N(C=2N=NC=3C=CC(=CC3C21)C=2C=NC(=CC2)COCCN2CCOCC2)C)=O 1-isopropyl-3-methyl-8-(6-((2-morpholinoethoxy)methyl)pyridin-3-yl)-1H-imidazo[4,5-c]cinnolin-2(3H)-one